9-(3-deoxy-β-D-erythro-pentofuranosyl)-9H-purin-6-amine [C@@H]1([C@H](O)C[C@H](O1)CO)N1C2=NC=NC(=C2N=C1)N